CC=1C=C2C(C=C(OC2=C(C1)C(C)NC1=C(C(=O)O)C=CC=C1)C1=CC=CC=C1)=O 2-[1-(6-methyl-4-oxo-2-phenyl-chromen-8-yl)ethylamino]benzoic acid